3-methoxy-5-(((2-(trifluoromethyl)pyridin-3-yl)oxy)methyl)piperidine-1-carboxylic acid tert-butyl ester C(C)(C)(C)OC(=O)N1CC(CC(C1)COC=1C(=NC=CC1)C(F)(F)F)OC